C(=O)(O)[C@H](CC(=O)C1=CC2=C(S1)C=C(C=C2CCCCOC=2C=C1CN(CC1=CC2OC)C(C[C@@H](C(=O)O)C)=O)OC)C (S)-4-(5-(4-(2-((S)-3-carboxybutanoyl)-6-methoxybenzo[b]thiophen-4-yl)butoxy)-6-methoxy-isoindolin-2-yl)-2-methyl-4-oxobutanoic acid